4-(3-((7S,9aR)-7-(4-chlorophenyl)-7-hydroxyoctahydro-2H-pyrido[1,2-a]pyrazine-2-carbonyl)-2-fluorophenyl)piperazin-2-one ClC1=CC=C(C=C1)[C@]1(CC[C@H]2N(CCN(C2)C(=O)C=2C(=C(C=CC2)N2CC(NCC2)=O)F)C1)O